1-(4-(2,6-dioxopiperidin-3-yl)phenyl)azetidine-3-carboxylic acid O=C1NC(CCC1C1=CC=C(C=C1)N1CC(C1)C(=O)O)=O